ClCC(CO)Cl 1,2-dichloro-3-hydroxypropane